ethyl 9-methyl-7-methylene-4-(trifluoromethyl)-7,10-dihydro-10aH-benzo[4,5]isothiazolo[2,3-a]pyridine-9,10-dicarboxylate 5,5-dioxide CC1(C(C2N(C(C1)=C)S(C1=C2C=CC=C1C(F)(F)F)(=O)=O)C(=O)[O-])C(=O)OCC